FC1=C(CNC(=O)C=2C(C(=C3N(N4[C@@H](C=C[C@@H](N(C3=O)C4)C)COC)C2)O)=O)C=CC(=C1)F (1S,2S,5S)-N-(2,4-difluorobenzyl)-8-hydroxy-2-(methoxymethyl)-5-methyl-7,9-dioxo-2,5,7,9-tetrahydro-1,6-methanopyrido[1,2-b][1,2,5]triazonine-10-carboxamide